sorbitol dilaurate C(CCCCCCCCCCC)(=O)O.C(CCCCCCCCCCC)(=O)O.OC[C@H](O)[C@@H](O)[C@H](O)[C@H](O)CO